Methyl 5-cyano-4-(3,6-difluoro-2-methylphenyl)-1-methylpyrrole-3-carboxylate C(#N)C1=C(C(=CN1C)C(=O)OC)C1=C(C(=CC=C1F)F)C